C(C)(C)(C)OC(=O)N1CC=2C(=NN3C2C(N(CC(C3)C(=O)O)C)=O)C[C@H]1C (3R)-2-(tert-butoxycarbonyl)-3,10-dimethyl-11-oxo-2,3,4,7,8,9,10,11-octahydro-1H-pyrido-[4',3':3,4]pyrazolo[1,5-a][1,4]diazepine-8-carboxylic acid